FC1=CC=C(C=C2C(N(C(S2)=NN=C2C(NC3=CC=C(C=C23)Cl)=O)C2=CC(=CC=C2)C(C)C)=O)C=C1 3-(2-(5-(4-fluorobenzylidene)-3-(3-isopropylphenyl)-4-oxothiazolidine-2-ylidene)hydrazono)-5-chloroindol-2-one